2-(N-(2-(Dimethoxymethyl)benzyl)pivalamido)acetic Acid COC(C1=C(CN(C(C(C)(C)C)=O)CC(=O)O)C=CC=C1)OC